[N+](=O)([O-])C1=C2C(CC(C2=CC(=C1C)[N+](=O)[O-])(C)C)(C)C 4,6-dinitro-1,1,3,3,5-pentamethyl-indan